Cl.[N+](=O)([O-])C1=CC=C(CN)C=C1 4-nitrobenzylamine hydrochloride